9-methyl-2,3,4,5-tetrahydro-1H-1-benzazepin-2-one CC1=CC=CC=2CCCC(NC21)=O